3-phenylselanyl-4-(2,2,2-trifluoroethyl)pyrrolidin-2-one C1(=CC=CC=C1)[Se]C1C(NCC1CC(F)(F)F)=O